3,3-Dimethyl-1-(2,2,2-trifluoroethyl)pyrrolidine-2,4-dione CC1(C(N(CC1=O)CC(F)(F)F)=O)C